ethoxy-7,7-dimethyl-7H-indeno[2,1-c]isoquinoline C(C)OC1=C2C3=C(N=CC2=CC=C1)C(C1=CC=CC=C13)(C)C